ClC1=CC=C2C(=NC=3N(C2=C1)C=NN3)N(C=3C=C(C=CC3)N3C(N(C1=C3C(=CC=C1)F)C)=O)C (3-((8-chloro-[1,2,4]triazolo[4,3-a]quinazolin-5-yl)(methyl)amino)phenyl)-4-fluoro-1-methyl-1,3-dihydro-2H-benzo[d]imidazol-2-one